4-(5-chloro-2-(chloromethyl)-3-methyl-3H-imidazo[4,5-b]pyridin-7-yl)morpholine ClC1=CC(=C2C(=N1)N(C(=N2)CCl)C)N2CCOCC2